(5-((dimethylamino)methyl)-1,3-phenylene)bis(methylene)bis(5-heptyldodecanoate) CN(C)CC=1C=C(C=C(C1)CC(C(=O)[O-])CCC(CCCCCCC)CCCCCCC)CC(C(=O)[O-])CCC(CCCCCCC)CCCCCCC